4-((4-((5-Cyclopropyl-1H-Pyrazole-3-yl)amino)quinazolin-2-yl)amino)benzonitrile C1(CC1)C1=CC(=NN1)NC1=NC(=NC2=CC=CC=C12)NC1=CC=C(C#N)C=C1